3-(4-(5-(6-(((S)-3-Benzyl-6,9-dimethyl-4H,6H-thieno[2,3-e][1,2,4]triazolo[3,4-c][1,4]oxazepin-2-yl)ethynyl)pyridin-3-yl)pent-1-yn-1-yl)-1-oxoisoindolin-2-yl)piperidin-2,6-dion C(C1=CC=CC=C1)C1=C(SC=2N3C([C@@H](OCC21)C)=NN=C3C)C#CC3=CC=C(C=N3)CCCC#CC3=C2CN(C(C2=CC=C3)=O)C3C(NC(CC3)=O)=O